4,5-dichloro-2-[4-[(1R,2S)-2-methyl-3,4-dihydro-2H-quinolin-1-yl]cyclohexyl]pyridazin-3-one ClC=1C(N(N=CC1Cl)C1CCC(CC1)N1[C@H](CCC2=CC=CC=C12)C)=O